FC1=CC=C2C=C(C=CC2=C1F)OCOC 7,8-difluoro-3-(methoxymethoxy)naphthalene